C(C1=CC=CC=C1)N(C([S-])=S)CC1=CC=CC=C1 Dibenzyldithiocarbamat